C1(CCCCC1)N1C[C@H]([C@@H](CC1)NC(=O)C1=NOC(=C1)C1=C(C=C(C=C1)F)F)C(=O)N1CC(C1)F |o1:8,9| 5-(2,4-Difluoro-phenyl)-isoxazole-3-carboxylic acid [(3R*,4R*)-1-cyclohexyl-3-(3-fluoro-azetidine-1-carbonyl)-piperidin-4-yl]-amide